C(#N)C(CC)Cl 1-cyanochloropropane